C1(CC1)S(=O)(=O)C1=C(C=CC=C1)C(=O)N1CCN(CC1)C=1SC2=C(N1)C=CC(=C2)F (2-cyclopropylsulfonylphenyl)-[4-(6-fluoro-1,3-benzothiazol-2-yl)piperazin-1-yl]methanone